C(C1=CC=CC=C1)OC[C@@H](C(=O)O)CC1CCCCC1 (S)-3-(benzyloxy)-2-(cyclohexylmethyl)propionic acid